(E)-5-(hydroxymethyl)oxocyclopentane-3,4-diol OCC1C(C(CC1=O)O)O